OC1=C(C=CC=C1)C=1C=C2N3CCN(C[C@@H]3CNC2=NN1)C1CCN(CC1)C1CCN(CC1)C1CC2(CN(C2)C(=O)OC(C)(C)C)C1 tert-butyl 6-[4-[4-[(10S)-4-(2-hydroxyphenyl)-1,5,6,8,12-pentazatricyclo[8.4.0.02,7]tetradeca-2,4,6-trien-12-yl]-1-piperidyl]-1-piperidyl]-2-azaspiro[3.3]heptane-2-carboxylate